ClC1=CC=C(C=C1)C1=C(C(=NN1C1=C(C=C(C=C1)Cl)Cl)C(=O)NC=1C=C(C(=O)OC)C=C(C1)F)C Methyl 3-(5-(4-chlorophenyl)-1-(2,4-dichlorophenyl)-4-methyl-1H-pyrazole-3-carboxamido)-5-fluorobenzoate